methyl 5-[8-(tert-butoxycarbonyl)-3,8-diazabicyclo[3.2.1]octan-3-yl]-2-methoxyquinazoline-8-carboxylate C(C)(C)(C)OC(=O)N1C2CN(CC1CC2)C2=C1C=NC(=NC1=C(C=C2)C(=O)OC)OC